3,4-Dimethylaminopyridine CNC=1C=NC=CC1NC